(5R)-5-isopropyl-1-(2-{[4-(4-methylpiperazin-1-yl)phenyl]amino}-5-[2-(triisopropylsilyl)ethynyl]pyrido[2,3-d]pyrimidin-7-yl)imidazolidin-2-one C(C)(C)[C@@H]1CNC(N1C=1C=C(C2=C(N=C(N=C2)NC2=CC=C(C=C2)N2CCN(CC2)C)N1)C#C[Si](C(C)C)(C(C)C)C(C)C)=O